C(C)N1CCN(CC1)C1=CC(=NC=N1)N1CC2(CC1)CCN(CC2)C(=O)OC(C)(C)C tert-butyl 2-[6-(4-ethylpiperazin-1-yl) pyrimidin-4-yl]-2,8-diazaspiro[4.5]decane-8-carboxylate